N[C@H](C(=O)O)[C@H](C(=O)O)C (2s,3R)-2-AMINO-3-METHYLSUCCINIC ACID